C1(CC1)N(C(OC(C)(C)C)=O)C1CCNCC1 tert-butyl N-cyclopropyl-N-(piperidin-4-yl)carbamate